4-(7-(2-methoxyphenyl)imidazo[5,1-b]thiazol-5-yl)benzoic acid COC1=C(C=CC=C1)C=1N=C(N2C1SC=C2)C2=CC=C(C(=O)O)C=C2